2-(3-(6-Methylpyridin-2-yl)-1H-pyrazol-4-yl)-1,5-naphthyridin CC1=CC=CC(=N1)C1=NNC=C1C1=NC2=CC=CN=C2C=C1